2-(m-tolyl)cyclohexan-1-ol C1(=CC(=CC=C1)C1C(CCCC1)O)C